3-((bis(4-chlorophenyl)methyl)amino)-3-oxopropane ClC1=CC=C(C=C1)C(C1=CC=C(C=C1)Cl)NC(CC)=O